C1(C2=C(C(=O)[O-])C(C(=O)[O-])=C(C(=O)[O-])C(C(=O)[O-])=C2C(=O)OCCCCOCCOC(C2=C(C(=O)[O-])C(C(=O)[O-])=C(C(=O)[O-])C(C(=O)[O-])=C2C(=O)OCCCCOCCOC(C2=C(C(=C(C(=C2C(=O)OCCCCOCCO1)C(=O)[O-])C(=O)[O-])C(=O)[O-])C(=O)[O-])=O)=O)=O tris[4-(ethyleneoxy) butyl] trimellitate